(1s,4s)-N,N-dimethyl-4-((6-(2-((tetrahydro-2H-pyran-4-yl)ethynyl)thiazol-5-yl)isoquinolin-3-yl)oxy)cyclohexan-1-amine CN(C1CCC(CC1)OC=1N=CC2=CC=C(C=C2C1)C1=CN=C(S1)C#CC1CCOCC1)C